bromo-3-(bromomethyl)benzoic acid methyl ester COC(C1=C(C(=CC=C1)CBr)Br)=O